N-[3-chloro-4-(7-hydroxy-2-oxo-chromen-4-yl)phenyl]tetradecanamide tert-butyl-3-[(4-chloro-6-fluoro-1,3-benzothiazol-2-yl)carbamoyl]piperidine-1-carboxylate C(C)(C)(C)OC(=O)N1CC(CCC1)C(NC=1SC2=C(N1)C(=CC(=C2)F)Cl)=O.ClC=2C=C(C=CC2C2=CC(OC1=CC(=CC=C21)O)=O)NC(CCCCCCCCCCCCC)=O